FC=1C=C(C=C2CC(CC12)C=O)NC(CN(C1COC1)C)=O N-(7-fluoro-2-formyl-indan-5-yl)-2-[methyl-(oxetan-3-yl)amino]acetamide